tert-butyl 4-[[4-(3-aminopropyl)piperazin-1-yl]methyl]piperidine-1-carboxylate NCCCN1CCN(CC1)CC1CCN(CC1)C(=O)OC(C)(C)C